N[C@@H]1C[C@](NCC1)(C(=O)O)CCCCB(O)O trans-4-amino-2-(4-dihydroxyboryl-butyl)piperidine-2-carboxylic acid